Tert-butyl (7-(5-(3-cyano-6-ethoxypyrazolo[1,5-a]pyridin-4-yl)pyridin-2-yl)-7-azaspiro[3.5]nonan-2-yl)carbamate C(#N)C=1C=NN2C1C(=CC(=C2)OCC)C=2C=CC(=NC2)N2CCC1(CC(C1)NC(OC(C)(C)C)=O)CC2